ClC=1C=C(C=C(C1)Cl)C1=NC(=CC(=C1)CN(C(OCC1=CC=CC=C1)=O)C)OC=1C=NC(=CC1)N1CCNCC1 benzyl ((2-(3,5-dichlorophenyl)-6-((6-(piperazin-1-yl)pyridin-3-yl)oxy)pyridine-4-yl)methyl)(methyl)carbamate